2-Ethylsulfanyl-4-methyl-6-morpholin-4-yl-N-(m-tolyl-methyl)-pyridine-3-carboxylic acid amide C(C)SC1=NC(=CC(=C1C(=O)NCC=1C=C(C=CC1)C)C)N1CCOCC1